4-chloro-6-(2-chlorophenyl)-1H-pyridin-2-one ClC1=CC(NC(=C1)C1=C(C=CC=C1)Cl)=O